ClC1=C(C2=CC=CC=C2C=C1)N=C=S 2-chloro-1-isothiocyanatonaphthalene